tert-butyl (R)-3-(2-fluoro-4-(5-methyl-3H-[1,2,3]triazolo[4,5-b]pyridin-3-yl)-N-(8-methylisoquinolin-1-yl)benzamido)piperidine-1-carboxylate FC1=C(C(=O)N(C2=NC=CC3=CC=CC(=C23)C)[C@H]2CN(CCC2)C(=O)OC(C)(C)C)C=CC(=C1)N1N=NC=2C1=NC(=CC2)C